C12(CC(C1)C2)NC2[C@@H](N(CC2)C2=NC=1C(=C(C3=C(C1C=N2)COC3)C3=NC=C(C2=C3C(=C(S2)NC(OC(C)(C)C)=O)C#N)F)F)C tert-Butyl (4-(3-((2S)-3-(bicyclo[1.1.1]pentan-1-ylamino)-2-methylpyrrolidin-1-yl)-5-fluoro-7,9-dihydrofuro[3,4-f]quinazolin-6-yl)-3-cyano-7-fluorothieno[3,2-c]pyridin-2-yl)carbamate